FC(C=1C=C(C=CC1)CC1CCN(CC1)C(=O)C=1C=CC2=C(NC(CO2)=O)C1)(F)F 6-[4-[[3-(trifluoromethyl)phenyl]methyl]piperidine-1-carbonyl]-4H-1,4-benzoxazin-3-one